(S)-quinuclidin-3-yl (5-(4-ethoxy-3,5-dimethylphenyl)-6-fluoro-2,2-dimethyl-2,3-dihydro-1H-inden-1-yl)carbamate C(C)OC1=C(C=C(C=C1C)C=1C=C2CC(C(C2=CC1F)NC(O[C@@H]1CN2CCC1CC2)=O)(C)C)C